Br\C=C/1\[C@H]2CC[C@@H]([C@]2(CCC1)C)[C@@H](CN1CCOCC1)C 4-((2S)-2-((1R,3aS,7aR,E)-4-(bromomethylene)-7a-methyl-octahydro-1H-inden-1-yl)propyl)morpholine